C(C)(=O)C=1N=C(OC1)C=1C(=C2C(=NC1)NC=C2)NC2CC(C2)NS(=O)(=O)C2=NC=CC(=C2)C#N N-((1r,3r)-3-((5-(4-acetyloxazol-2-yl)-1H-pyrrolo[2,3-b]pyridin-4-yl)amino)cyclobutyl)-4-cyanopyridine-2-sulfonamide